acryloxypentylmethyldimethoxysilane C(C=C)(=O)OCCCCC[Si](OC)(OC)C